C1(=CC=CC=C1)C1(CC2C(CN(C2)C2=NC(=CC=C2)C(F)(F)F)C1)O 5-phenyl-2-[6-(trifluoromethyl)pyridin-2-yl]-octahydrocyclopenta[c]pyrrol-5-ol